[N+](=O)([O-])C=1N=C2OC[C@H](CN2C1)OCC1=CC=C(C=C1)OC(F)(F)F (S)-6,7-dihydro-2-nitro-6-[[4-(trifluoromethoxy)phenyl]methoxy]-5H-imidazo[2,1-B][1,3]oxazine